3-bromo-5-phenyl-N-(pyrimidin-5-ylmethyl)pyrazolo[1,5-a]pyridin-7-amine C1=CC=C(C=C1)C2=CC3=C(C=NN3C(=C2)NCC4=CN=CN=C4)Br